COC=1C=C2CCN3C(C2=CC1OC)=CC(=NC3=O)N(C3=C(C=C(C=C3C)C)C)CCNC(=O)N (9,10-dimethoxy-4-oxo-6H,7H-pyrimido[4,3-a]isoquinolin-2-yl(2,4,6-trimethylphenyl)amino)ethyl-urea